C(C)(C)(C)OC(=O)N(C(O[C@H](C)C1=C(C=CC=C1)Cl)=O)C1=C(N=NN1C)C1=CC=C(C=C1)O (R)-1-(2-chlorophenyl)ethyl (tert-butoxycarbonyl)(4-(4-hydroxyphenyl)-1-methyl-1H-1,2,3-triazol-5-yl)carbamate